ClC1=CC(=C(C=C1)C1=NC=CC2=C1N=C1N(C2=O)CCC1)F 1-(4-chloro-2-fluorophenyl)-8,9-dihydropyrido[3,4-d]pyrrolo[1,2-a]pyrimidin-5(7H)-on